(R)-8-(4-(4-(3-aminopyrrolidin-1-yl)butanoyl)piperazin-1-yl)-9-ethyl-6,6-dimethyl-11-oxo-6,11-dihydro-5H-benzo[b]carbazole-3-carbonitrile N[C@H]1CN(CC1)CCCC(=O)N1CCN(CC1)C=1C(=CC2=C(C(C=3NC4=CC(=CC=C4C3C2=O)C#N)(C)C)C1)CC